tert-butyl 9-[3-(2,6-dibenzyloxy-3-pyridyl)-4-fluoro-phenyl]-3,9-diazaspiro[5.5]undecane-3-carboxylate C(C1=CC=CC=C1)OC1=NC(=CC=C1C=1C=C(C=CC1F)N1CCC2(CCN(CC2)C(=O)OC(C)(C)C)CC1)OCC1=CC=CC=C1